tert-butyl 4-((3-(3,4-dichloro-2-fluorophenyl)-8-methoxy-2-oxo-2,3-dihydro-1H-pyrimido[4,5,6-de]quinazolin-9-yl)oxy)piperidine-1-carboxylate ClC=1C(=C(C=CC1Cl)N1C(NC2=C(C(=CC=3C2=C1N=CN3)OC)OC3CCN(CC3)C(=O)OC(C)(C)C)=O)F